O([C@H]1[C@H](O)[C@@H](O)[C@H](O)[C@H](O1)CO)C1=C(C=CC=C1)CC1=CC=C(C=C1)OCC 2-(4-ethoxybenzyl)phenyl β-D-glucopyranosid